OCCC1OCCCO1 2-hydroxyethyl-1,3-dioxane